7-bromo-1-methyl-1H-benzo[d]Imidazole-5-carboxylic acid methyl ester COC(=O)C1=CC2=C(N(C=N2)C)C(=C1)Br